2-(bis(3-amino-4-hydroxyphenyl)methyl)benzoic acid NC=1C=C(C=CC1O)C(C1=C(C(=O)O)C=CC=C1)C1=CC(=C(C=C1)O)N